6-methyl-2-(2-chloroethoxy)methyl-4-(2-chlorophenyl)-1,4-dihydro-3,5-pyridinedicarboxylic acid methyl ester COC(=O)C1=C(NC(=C(C1C1=C(C=CC=C1)Cl)C(=O)O)C)COCCCl